C(=O)C=1C=CC(=NC1)OCC#N 2-[(5-Formylpyridin-2-yl)oxy]acetonitrile